1-hydroxy-N'-(1,3-dimethylbutyl)-2-naphthoyl-hydrazine OC1=C(C=CC2=CC=CC=C12)C(=O)NNC(CC(C)C)C